O=C1OC2=CC=CC=C2C=C1C(=O)NN 2-oxo-2H-chromene-3-carbohydrazide